NC1=C(C(=O)NC(C)C)C=C(C=N1)C1=C(C=C(C=C1)NC(C(C)(C1=CC=CC=C1)O)=O)C 2-amino-5-(4-(2-hydroxy-2-phenylpropanamido)-2-methylphenyl)-N-isopropylnicotinamide